FC=1C=NC(=NC1)C1=C2N(N=C1C(=O)OC(C)(C)C)CCC2 Tert-butyl 3-(5-fluoropyrimidin-2-yl)-5,6-dihydro-4H-pyrrolo[1,2-b]pyrazole-2-carboxylate